FC=1C=CC(=C(C1)C1=CC(OC2=CC(=CC=C12)N(CC(=O)NCCO)C)=O)C 2-((4-(5-fluoro-2-methylphenyl)-2-oxo-2H-chromen-7-yl)(methyl)amino)-N-(2-hydroxyethyl)acetamide